4-bromo-6-methoxy-3-phenylisoquinolin-1(2H)-one BrC1=C(NC(C2=CC=C(C=C12)OC)=O)C1=CC=CC=C1